CC1=CC=C(OCCC(C=CC=CC=CC(CC=CCC)O)O)C=C1 1-(4-methylphenoxy)pentadeca-4,6,8,12-tetraene-3,10-diol